BrCC=1C=C(C(=NC1)C1=CC=CC=C1)F 5-(bromomethyl)-3-fluoro-2-phenylpyridine